hydroxyphenylacetic acid OC(C(=O)O)C1=CC=CC=C1